4-(4-((1-(4,6-dimethoxy-1,3,5-triazin-2-yl)azetidin-3-yl)methyl)piperazin-1-yl)-2-(2,6-dioxopiperidin-3-yl)isoindoline-1,3-dione COC1=NC(=NC(=N1)OC)N1CC(C1)CN1CCN(CC1)C1=C2C(N(C(C2=CC=C1)=O)C1C(NC(CC1)=O)=O)=O